3-[(methanesulfonyl)amino]-N,N-dimethylpyrrolidine-1-carboxamide CS(=O)(=O)NC1CN(CC1)C(=O)N(C)C